BrC1=CC2=C(N=C(N=C2NC(C)C2=C(C(=CC=C2)C(F)F)F)C)N=C1N=CN(C)C N'-(6-bromo-4-((1-(3-(difluoromethyl)-2-fluorophenyl)ethyl)amino)-2-methylpyrido[2,3-d]pyrimidin-7-yl)-N,N-dimethylformimidamide